BrC=1C=C2CN=C(NC2=CC1)SCCCCN1CCCC1 6-bromo-2-((4-(pyrrolidin-1-yl)butyl)thio)-1,4-dihydroquinazoline